FC1=C(C(=CC(=C1)N1CCC(CC1)OC1CCC(CC1)N1CC2N(C=3C(=NN=C(C3)C3=C(C=CC=C3)O)NC2)CC1)F)C1C(NC(CC1)=O)=O 3-(2,6-difluoro-4-(4-((4-(2-(2-hydroxyphenyl)-5,6,6a,7,9,10-hexahydro-8H-pyrazino[1',2':4,5]pyrazino[2,3-c]pyridazin-8-yl)cyclohexyl)oxy)piperidin-1-yl)phenyl)piperidine-2,6-dione